C1(CCCCC1)P(C=1[C-](C=CC1)[C@@H](C)P(C(C)(C)C)C(C)(C)C)C1CCCCC1.[CH-]1C=CC=C1.[Fe+2] (R)-1-[(S)-2-(Dicyclohexylphosphino)ferrocenyl]ethyldi-tert-butylphosphine